2-fluoro-3-(4-nitro-2-tetrahydropyran-2-yl-pyrazol-3-yl)oxy-propan-1-ol FC(CO)COC=1N(N=CC1[N+](=O)[O-])C1OCCCC1